ergost-22-en-6-one CC(C)[C@@H](C)C=C[C@@H](C)[C@H]1CC[C@H]2[C@@H]3CC(C4CCCC[C@]4(C)[C@H]3CC[C@]12C)=O